C(C)C1=CC=C(C=C1)N1OCC(C1C1=CC=CC=C1)C(C)=O 2-(4-ethylphenyl)-3-phenyl-4-acetyl-isoxazoline